N-{1-Cyclooctyl-2-oxo-2-[(2-oxospiro[1H-indole-3,4'-oxane]-6-yl)amino]ethyl}-3-methyl-isothiazole-4-carboxamide C1(CCCCCCC1)C(C(NC1=CC=C2C(=C1)NC(C21CCOCC1)=O)=O)NC(=O)C=1C(=NSC1)C